tert-butyl (E,2S)-2-[bis(tert-butoxycarbonyl)amino]-7-(dimethylamino)-7-oxo-hept-5-enoate C(C)(C)(C)OC(=O)N([C@H](C(=O)OC(C)(C)C)CC\C=C\C(=O)N(C)C)C(=O)OC(C)(C)C